FC(C1=CC=CC(=N1)NCC1=CC(=C(C(=C1)O)N1CC(NS1(=O)=O)=O)F)F 5-[4-[[[6-(difluoromethyl)-2-pyridinyl]amino]methyl]-2-fluoro-6-hydroxy-phenyl]-1,1-dioxo-1,2,5-thiadiazolidin-3-one